(1R,3R,4S)-3-([{tert-Butyl(dimethyl)silyl}oxy]methyl)-4-[(triisopropylsilyl)oxy]cyclopentanamine [Si](C)(C)(C(C)(C)C)OC[C@H]1C[C@H](C[C@@H]1O[Si](C(C)C)(C(C)C)C(C)C)N